C(C)(=O)ON=C(C=O)CC1CCCCC1 3-cyclohexyl-propane-1,2-dione-2-(O-acetyl oxime)